CN(C=CC(=O)C1=CC=CC=C1)C 3-(dimethylamino)-1-phenylprop-2-en-1-one